4-[1-(4-fluorophenyl)-2-isopropyl-4-(methoxymethoxy)pyrrolo[2,3-c]pyridin-3-yl]benzoic acid FC1=CC=C(C=C1)N1C(=C(C=2C1=CN=CC2OCOC)C2=CC=C(C(=O)O)C=C2)C(C)C